C1=CC(=CC=C1O)C 4-cresol